CC(CC(C(C(C(=O)O)(CC(C(C)(C)C)(C)C)CC(C(C)(C)C)(C)C)(O)C(=O)O)C(=O)O)(C(C)(C)C)C.N1N=CN=C1[C@@H]1CN(CC1)C(=O)C12C3C4C5(C3C1C5C24)NC2=NC=C(N=C2)C(F)(F)F [(3S)-3-(1H-1,2,4-Triazol-5-yl)pyrrolidin-1-yl]-[4-[[5-(trifluoromethyl)pyrazin-2-yl]amino]Cuban-1-yl]methanone tri(2,2,3,3-tetramethyl-1-butyl)citrate